COC(=O)C1=CC(=NN1)C1=CC=C(C=C1)Cl 3-(4-Chlorophenyl)-1H-pyrazole-5-carboxylic acid methyl ester